ClC=1C(=C(C=C2C=C(N=CC12)NC=1C=C2CCN(CC2=CC1)C)C1=C(C2=C(OCCN2C(=O)[O-])N=C1)C)F 7-(8-Chloro-7-fluoro-3-((2-methyl-1,2,3,4-tetrahydroisoquinolin-6-yl)amino)isoquinolin-6-yl)-8-Methyl-2,3-dihydro-1H-pyrido[2,3-b][1,4]oxazine-1-carboxylate